5-(methylamino)tetrahydro-2H-pyran-4-ol CNC1C(CCOC1)O